7-[(3aR,4R,6R,6aR)-2,2-dimethyl-6-[(1R,4R)-6-chloro-4-fluoro-isochroman-1-yl]-3a,4,6,6a-tetrahydrofuro[3,4-d][1,3]dioxol-4-yl]pyrrolo[2,3-d]pyrimidin-4-amine CC1(O[C@@H]2[C@H](O1)[C@H](O[C@H]2N2C=CC1=C2N=CN=C1N)[C@@H]1OC[C@@H](C2=CC(=CC=C12)Cl)F)C